7-bromo-N-(4-methoxybenzyl)-8-(4-methoxyphenyl)-6-methylpyrrolo-[1,2-a]pyrazin-1-amine BrC=1C(=C2N(C=CN=C2NCC2=CC=C(C=C2)OC)C1C)C1=CC=C(C=C1)OC